C(C(=C)C)(=O)OC(COC1=CC=C(C(=O)C2=CC=CC=C2)C=C1)CCCC 4-[2-(methacryloyloxy)hexyloxy]benzophenone